C1(CCC1)CN1CC2=C(N=CN=C2OC(C)C=2C=NN(C2)C(C)C)CC1 6-(cyclobutylmethyl)-4-(1-(1-isopropyl-1H-pyrazol-4-yl)ethoxy)-5,6,7,8-tetrahydropyrido[4,3-d]pyrimidine